ClC1=NC2=CC(=C(C=C2N=C1Cl)C#N)[N+](=O)[O-] 2,3-Dichloro-7-nitroquinoxaline-6-carbonitrile